C1C2CN3CC1CN(C2)N3 triazaadamantane